hexahydrobenzidine C1(CCC(N)CC1)C1=CC=C(N)C=C1